6-(6-(trifluoromethyl)pyridin-2-yl)-N2-(2-(trifluoromethyl)pyridin-4-yl)-1,3,5-triazine-2,4-diamine FC(C1=CC=CC(=N1)C1=NC(=NC(=N1)NC1=CC(=NC=C1)C(F)(F)F)N)(F)F